O=C1NC(CCC1N1C(N(C2=C1C=CC(=C2)N2CCC(CC2)OC2CCN(CC2)C(=O)OC(C)(C)C)C)=O)=O tert-butyl 4-[[1-[1-(2,6-dioxo-3-piperidyl)-3-methyl-2-oxo-benzimidazol-5-yl]-4-piperidyl]oxy]piperidine-1-carboxylate